C(#N)C=1C(=NC(=NC1)N[C@H]1CN(CCC1)C=1C2=C(SC1)C=C(C=C2)NC(C=C)=O)OC (R)-N-(3-(3-((5-cyano-4-methoxypyrimidin-2-yl)amino)piperidin-1-yl)benzo[b]thiophen-6-yl)acrylamide